CP(=O)(C)C1=CC(=C(C=N1)N)OC 6-dimethylphosphoryl-4-methoxy-pyridin-3-amine